5-(isopropenyl)-1,3-dihydro-2H-pyrrolo[2,3-c]pyridin-2-one C(=C)(C)C=1C=C2C(=CN1)NC(C2)=O